1-(2-fluoro-4-(5-(trifluoromethyl)-1,2,4-oxadiazol-3-yl)phenyl)-2-isopropoxyethan-1-one FC1=C(C=CC(=C1)C1=NOC(=N1)C(F)(F)F)C(COC(C)C)=O